2-(2-bromo-6-ethyl-8-oxo-7-(piperazin-1-yl)pyrido[2,3-b]pyrazin-5(8H)-yl)acetic acid trifluoroacetate FC(C(=O)O)(F)F.BrC=1N=C2C(=NC1)N(C(=C(C2=O)N2CCNCC2)CC)CC(=O)O